C(C)(C)C1(C(=CC(=C1)C(C)C)C(C)C)[Sr]C1(C(=CC(=C1)C(C)C)C(C)C)C(C)C Bis(1,2,4-tri-isopropylcyclopentadienyl)strontium